2'-O-methoxy-ethyl-cytidine rac-tert-butyl-(3s,4S)-3-fluoro-4-[(trifluoromethanesulfonyl)oxy]pyrrolidine-1-carboxylate C(C)(C)(C)[C@H]1N(C[C@@H]([C@H]1F)OS(=O)(=O)C(F)(F)F)C(=O)OC[C@@H]1[C@H]([C@H]([C@@](O1)(N1C(=O)N=C(N)C=C1)CC)OOC)O |&1:4|